CN(C1=NC=C(C=C1C)NC=1N=CC2=C(N1)CNCC2)CCN2CCOCC2 N2,3-dimethyl-N2-[2-(morpholin-4-yl)ethyl]-N5-{5H,6H,7H,8H-pyrido[3,4-d]pyrimidin-2-yl}pyridine-2,5-diamine